benzyl (((1r,4r)-4-((2-(2,6-bis(benzyloxy)pyridin-3-yl)-1-oxoisoindolin-4-yl)(2-cyclopropylethyl)amino)-1-hydroxycyclohexyl)methyl)carbamate C(C1=CC=CC=C1)OC1=NC(=CC=C1N1C(C2=CC=CC(=C2C1)N(C1CCC(CC1)(O)CNC(OCC1=CC=CC=C1)=O)CCC1CC1)=O)OCC1=CC=CC=C1